O1C(=CC=C1)CC1=C(N=CC=2N=C(N=C(C21)N)N2CCN(CC2)C)C(C)C (furan-2-ylmethyl)-6-isopropyl-2-(4-methylpiperazin-1-yl)pyrido[3,4-d]pyrimidin-4-amine